4-Hydroxyphenyl phenyl ketone C1(=CC=CC=C1)C(=O)C1=CC=C(C=C1)O